3,3-dimethyl-1-cyclopentene CC1(C=CCC1)C